NC=1C=CC(=C(C1)S(=O)(=O)N=CN(C)C)C=1C=NN(C1)C(F)F 5-Amino-2-[1-(difluoromethyl)-1H-pyrazol-4-yl]-N-[(dimethylamino)methylene]-benzenesulfonamide